C(C)(C)(C)OC(=O)N1C(CNCC1)C1=NC=C(C=N1)C1CCCCC1 (5-Cyclohexylpyrimidin-2-yl)piperazine-1-carboxylic acid tert-butyl ester